tert-butyl [(3R)-piperidin-3-yl]carbamate N1C[C@@H](CCC1)NC(OC(C)(C)C)=O